N-(3-chloro-2-fluoro-phenyl)-6-(4,7-diazaspiro[2.5]octan-7-yl)-7-methoxy-quinazolin-4-amine ClC=1C(=C(C=CC1)NC1=NC=NC2=CC(=C(C=C12)N1CCNC2(CC2)C1)OC)F